2,3-dimethyl-1,3-butanediol dibenzoate C(C1=CC=CC=C1)(=O)OCC(C(C)(OC(C1=CC=CC=C1)=O)C)C